ClC1=CC(N(N=C1)CCl)=O 5-chloro-2-(chloromethyl)pyridazin-3-one